ClC/C=C/B1OC(C(O1)(C)C)(C)C 2-[(1E)-3-chloroprop-1-en-1-yl]-4,4,5,5-tetramethyl-1,3,2-dioxaborolane